3-bromo-2-(prop-1-yn-1-yl)pyridine tert-Butyl-(S)-4-(7-bromo-2,6,8-trifluoroquinazolin-4-yl)-2-(cyanomethyl)piperazine-1-carboxylate C(C)(C)(C)OC(=O)N1[C@H](CN(CC1)C1=NC(=NC2=C(C(=C(C=C12)F)Br)F)F)CC#N.BrC=1C(=NC=CC1)C#CC